ClC1=NC(=NC=C1C(F)(F)F)NC1=CC=C2CCN(CC2=C1)C(=O)OC(C)(C)C 7-(4-chloro-5-trifluoromethyl-pyrimidin-2-yl-amino)-2-N-t-butoxycarbonyl-1,2,3,4-tetrahydroisoquinoline